FC=1C=C(C=CC1)NC=1SC=C(N1)C=1SC=C(N1)C1=CC=NC=C1 N-(3-fluorophenyl)-4-(pyridin-4-yl)-[2,4'-bithiazole]-2'-amine